1-(2-(dimethylamino)ethyl)-7-(2-methyl-4-(6-(trifluoromethyl)quinazolin-2-yl)phenyl)-6,7-dihydro-1H-pyrazolo[3,4-f][1,4]oxazepin-8(5H)-one CN(CCN1N=CC2=C1C(N(CCO2)C2=C(C=C(C=C2)C2=NC1=CC=C(C=C1C=N2)C(F)(F)F)C)=O)C